2-(2-amino-5-bromo-3-fluoropyridin-4-yl)propan-2-ol NC1=NC=C(C(=C1F)C(C)(C)O)Br